N,N-dimethyl-2-(3-(4,4,5,5-tetramethyl-1,3,2-dioxaborolan-2-yl)-1H-pyrazol-1-yl)acetamide CN(C(CN1N=C(C=C1)B1OC(C(O1)(C)C)(C)C)=O)C